(E)-3-(3-(3,5-bis-(trifluoromethyl)-phenyl)-1H-1,2,4-triazol-1-yl)-2-(3,5-dimethylisoxazol-4-yl)acrylamide FC(C=1C=C(C=C(C1)C(F)(F)F)C1=NN(C=N1)/C=C(/C(=O)N)\C=1C(=NOC1C)C)(F)F